O=C1N(CC2=CC=CC=C12)C1=CC=C(C=C1)[C@H](C(=O)O)CC |r| (+/-)-2-[4-(1-oxo-2-isoindolinyl)phenyl]butanoic acid